(E)-1-(3-(3-nitrophenyl)acryloyl)-1h-pyrrole-2(5h)-On [N+](=O)([O-])C=1C=C(C=CC1)/C=C/C(=O)N1C(C=CC1)=O